4-[[2-(5-Chloro-2-methoxy-phenyl)acetyl]amino]-N-(1-cyano-1,2-dimethylpropyl)pyridine-2-carboxamide ClC=1C=CC(=C(C1)CC(=O)NC1=CC(=NC=C1)C(=O)NC(C(C)C)(C)C#N)OC